COC1=C(C=CC(=C1)C2=CC(=C(C=C2)N=C=O)OC)N=C=O 3,3'-dimethoxy-4,4'-Biphenylene diisocyanate